methyl-paraben (para-hydroxybenzoate) OC1=CC=C(C(=O)O)C=C1.COC(=O)C1=CC=C(O)C=C1